1-(2-chlorophenyl)-2-oxocyclohexyl methanesulfonate CS(=O)(=O)OC1(C(CCCC1)=O)C1=C(C=CC=C1)Cl